BrC=1C(=C(C(=O)O)C(=C(C1)[N+](=O)[O-])C)F 3-bromo-2-fluoro-6-methyl-5-nitro-benzoic acid